1-tert-butyl 2-methyl (2S,4R)-4-[(methylsulfonyloxy) methyl]pyrrolidine-1,2-dicarboxylate CS(=O)(=O)OC[C@@H]1C[C@H](N(C1)C(=O)OC(C)(C)C)C(=O)OC